NC=1C=C(C=CC1)C=1C(=CC2=C(C1)C=1COC3=CC(=CC=C3C1O2)O)OC 8-(3-aminophenyl)-9-methoxy-6H-benzofuro[3,2-c]chromen-3-ol